FC(OC1=CC=C(C=C1)C1=CN=C2N1C=CN=C2NC2=CC(=C(C(=O)N1CCC(CC1)C(=O)N[C@@H]1CNCC1)C=C2)C)F 1-[4-[[3-[4-(difluoromethoxy)phenyl]imidazo[1,2-a]pyrazin-8-yl]amino]-2-methylbenzoyl]-N-[(3S)-pyrrolidin-3-yl]piperidine-4-carboxamide